N1(CCC2=CC=CC=C12)C(=O)C1=CC2=C(NC(N2)=O)C=C1 5-(indoline-1-carbonyl)-1H-benzo[d]imidazol-2(3H)-one